CC1=CC=C(C=C1)S(=O)(=O)OC1CCC(CC1)NC(=O)OC(C)(C)C (1s,4s)-4-((tert-Butoxycarbonyl)amino)cyclohexyl 4-methylbenzenesulfonate